N=1N2C(=CC1C=1C=C(C(=NC1)N)C(F)(F)F)C1(CC2)CNC1 5-(5',6'-dihydrospiro[azetidine-3,4'-pyrrolo[1,2-b]pyrazol]-2'-yl)-3-(trifluoromethyl)pyridin-2-amine